4-bromobenzenethiol BrC1=CC=C(C=C1)S